ClC=1C=C(C=CC1)N1C=C(C2=C1N=CN=C2N2[C@H](CN(CC2)C(=O)OC(C(F)(F)F)(C)C)C)C2CC2 trifluoro-2-methylpropan-2-yl (S)-4-(7-(3-chlorophenyl)-5-cyclopropyl-7H-pyrrolo[2,3-d]pyrimidin-4-yl)-3-methylpiperazine-1-carboxylate